C1(CC1)C1=NC=NC(=C1C=1N=CC2=C(N1)N(C(C=C2)=O)CC21C3C4C5(C3C2C5C14)C=1N(C=C(N1)C(F)(F)F)C)OC 2-(4-cyclopropyl-6-methoxypyrimidin-5-yl)-8-((4-(1-methyl-4-(trifluoromethyl)-1H-imidazol-2-yl)cuban-1-yl)methyl)pyrido[2,3-d]pyrimidin-7(8H)-one